6-bromo-N-(2-morpholinothiazolo[4,5-b]pyridin-6-yl)pyridine-2-carboxamide BrC1=CC=CC(=N1)C(=O)NC=1C=C2C(=NC1)N=C(S2)N2CCOCC2